2-(5-((1H-imidazol-1-yl)methyl)thiophen-2-yl)-4-isobutylbenzenesulfonamide N1(C=NC=C1)CC1=CC=C(S1)C1=C(C=CC(=C1)CC(C)C)S(=O)(=O)N